COC=1C=C2C=C(C(NC2=CC1)=O)C(N1CCN(CC1)C1=CC(=CC=C1)C(F)(F)F)C1=NN=NN1CCC1=CC=CC=C1 6-methoxy-3-((1-phenethyl-1H-tetrazol-5-yl)(4-(3-(trifluoromethyl)phenyl)piperazin-1-yl)methyl)quinolin-2(1H)-one